2-bromo-5-[(2,6-dimethylphenyl)methoxy]pyridine BrC1=NC=C(C=C1)OCC1=C(C=CC=C1C)C